3-(tetrahydropyran-2-yloxymethyl)-1-[4-(trifluoromethoxy)phenyl]cyclobutanecarbonitrile O1C(CCCC1)OCC1CC(C1)(C#N)C1=CC=C(C=C1)OC(F)(F)F